C1(=CC=CC=C1)C1=C(C(=CC=C1)C1=CC=CC=C1)O [1,1':3',1''-terphenyl]-2'-ol